tert-butyl (R)-4-(1-((7-methoxy-[1,2,4]triazolo[1,5-a]pyridin-6-yl)carbamoyl)-2,3-dihydro-1H-pyrrolo[2,3-b]pyridin-4-yl)-2-methylpiperazine-1-carboxylate COC1=CC=2N(C=C1NC(=O)N1CCC=3C1=NC=CC3N3C[C@H](N(CC3)C(=O)OC(C)(C)C)C)N=CN2